2-(4-chlorophenyl)-4-(3-pyrrylmethyl)-thieno[2,3-d]pyridazine-7-carboxamide ClC1=CC=C(C=C1)C1=CC=2C(=C(N=NC2CC2=CNC=C2)C(=O)N)S1